CN(C=1C=C(C=CC1NC(=O)NCC1=CC2=C(C(N(C2)C2C(NC(CC2)=O)=O)=O)S1)C)C 1-(3-(dimethylamino)-4-tolyl)-3-((5-(2,6-dioxopiperidin-3-yl)-6-oxo-5,6-dihydro-4H-thieno[2,3-c]pyrrol-2-yl)methyl)urea